3-(3'-Adamantan-1-yl-4'-hydroxycarbamoylmethoxybiphenyl-4-yl)-acrylic acid C12(CC3CC(CC(C1)C3)C2)C=2C=C(C=CC2OCC(NO)=O)C2=CC=C(C=C2)C=CC(=O)O